BrC1=CC=C(CCC2=NC=3N(C(N(C(C3N2CC2CCCC2)=O)CC#C)=O)CCCCP(OCC)(OCC)=O)C=C1 Diethyl (4-(8-(4-bromophenethyl)-7-(cyclopentylmethyl)-2,6-dioxo-1-(prop-2-yn-1-yl)-1,2,6,7-tetrahydro-3H-purin-3-yl)butyl)phosphonate